C(#N)C1=CC=C(C(C(=O)O)=C1)O 5-cyanosalicylic acid